2-(8-fluoro-6-(5-fluoro-2-((1-(methylsulfonyl)piperidin-4-yl)amino)pyrimidin-4-yl)-2-methylquinolin-4-yl)propan-2-ol dihydrochloride Cl.Cl.FC=1C=C(C=C2C(=CC(=NC12)C)C(C)(C)O)C1=NC(=NC=C1F)NC1CCN(CC1)S(=O)(=O)C